bis(2-(pentamethylbenzamido)ethyl)-amine CC1=C(C(=C(C(=C1C(=O)NCCNCCNC(C1=C(C(=C(C(=C1C)C)C)C)C)=O)C)C)C)C